methyl (2R,3R,4R)-3,4-dihydroxytetrahydrofuran-2-carboxylate O[C@H]1[C@@H](OC[C@H]1O)C(=O)OC